ethyl (3S,3aS,6aR)-1,2,3,3a,4,5,6,6a-octahydrocyclopenta[c]pyrrole-3-carboxylate C1N[C@@H]([C@@H]2[C@H]1CCC2)C(=O)OCC